C(C)(C)(C)OC(=O)N1CC(C2(CC1)CC=CCC2)OS(=O)(=O)C(F)(F)F (((trifluoromethyl)sulfonyl)oxy)-3-azaspiro[5.5]undec-8-ene-3-carboxylic acid tert-butyl ester